C(C=CC1=CC=CC=C1)[Pd-2](Cl)=C1N(C(=C(N1CC1=C(C=C(C=C1C)C)C)C)C)C1=C(C=CC=C1C(C)C)C(C)C cinnamyl-[1-(2,6-diisopropylphenyl)-4,5-dimethyl-3-(2,4,6-trimethylbenzyl)-1H-imidazol-2-ylidene]chloropalladium(II)